3-(1-((2-(3,5-dichlorophenyl)-6-((2-(4-methylpiperazin-1-yl)pyrimidin-5-yl)oxy)pyridin-4-yl)methyl)azetidin-3-yl)butanoic acid ClC=1C=C(C=C(C1)Cl)C1=NC(=CC(=C1)CN1CC(C1)C(CC(=O)O)C)OC=1C=NC(=NC1)N1CCN(CC1)C